8-chloro-5-methoxyphthalazin-1(2H)-one ClC=1C=CC(=C2C=NNC(C12)=O)OC